(S)-N-((S)-1-(3-(difluoromethoxy)phenyl)-3-oxopropyl)-2-methylpropane-2-sulfinamide Potassium [K].FC(OC=1C=C(C=CC1)[C@H](CC=O)N[S@@](=O)C(C)(C)C)F